chlorospiro[cyclopentane-1,3'-pyrrolo[3,2-c]pyridine]-2'(1'H)-one ClN1C(C2(C=3C=NC=CC31)CCCC2)=O